1,4-bis(n-butylsulphonamidothiocarbonylsulphonamidomethyl)benzene C(CCC)S(=O)(=O)NC(=S)S(=O)(=O)NCC1=CC=C(C=C1)CNS(=O)(=O)C(=S)NS(=O)(=O)CCCC